methyl-N-(4-((4-oxo-3,4-dihydro-phthalazin-1-yl)methyl)phenyl)sulphonamide hydrochloride salt Cl.CS(=O)(=O)NC1=CC=C(C=C1)CC1=NNC(C2=CC=CC=C12)=O